COCCOCCOCC(=O)O (2-methoxyethoxy)ethoxyacetic acid